[2H]C([2H])([2H])C([2H])([2H])C([2H])([2H])C([2H])([2H])C([2H])([2H])C([2H])(CC(=O)O)O 3-hydroxyoctanoic acid-D12